tert-butyl N-ethyl-N-{1-[8-({8-fluoro-2-methylimidazo[1,2-a]pyridin-6-yl}carbamoyl)-2-(2-methoxyethoxy)quinolin-5-yl]piperidin-4-yl}carbamate C(C)N(C(OC(C)(C)C)=O)C1CCN(CC1)C1=C2C=CC(=NC2=C(C=C1)C(NC=1C=C(C=2N(C1)C=C(N2)C)F)=O)OCCOC